C(=O)O.C(C)(C)(C)N1C=NC2=C1C=C(C=C2F)C2=NC(=NC=C2Cl)N[C@H]2[C@@H](CN(CC2)CCO)O (3R,4R)-4-{[4-(1-tert-butyl-4-fluoro-1H-benzimidazol-6-yl)-5-chloropyrimidin-2-yl]amino}-1-(2-hydroxyethyl)piperidin-3-ol formic acid salt